[N+](=O)([O-])C1=CC=C(C=C1)C1=C(C=C2C(=N1)COC2)C(=O)OC methyl 2-(4-nitrophenyl)-5,7-dihydrofuro[3,4-b]pyridine-3-carboxylate